5-Chloro-2-fluorophenethylamine ClC=1C=CC(=C(CCN)C1)F